NC[C@@]1([C@@H]2CCN(C[C@H]12)C1=CN=C2C(=N1)NN=C2C2=C(C(=NC=C2)NC2CC2)Cl)C2=C(C=CC=C2)F 4-(6-((1S,6R,7R)-7-(aminomethyl)-7-(2-fluorophenyl)-3-azabicyclo[4.1.0]heptan-3-yl)-1H-pyrazolo[3,4-b]pyrazin-3-yl)-3-chloro-N-cyclopropylpyridin-2-amine